COC1=CC=C(C=C1)C1=CN=CC(=N1)C(=O)N/N=C/C1=C(CCCCC1)C (E)-6-(4-methoxyphenyl)-N'-((2-methylcyclohept-1-en-1-yl)methylene)pyrazine-2-carbohydrazide